6-((S)-2-((3aS,5S,6aR)-5-(2-fluorophenoxy)-3a-hydroxyhexahydrocyclopenta[c]pyrrol-2(1H)-yl)-1-hydroxyethyl)-3,4-dihydroquinolin-2(1H)-one FC1=C(O[C@@H]2C[C@@]3([C@@H](CN(C3)C[C@@H](O)C=3C=C4CCC(NC4=CC3)=O)C2)O)C=CC=C1